FC=1C=C(C=CC1OC1=C2C(=NC=C1)NN=C2NC2CC(C2)OC)NC(=O)C=2C(N(N=CC2)C2=CC=C(C=C2)F)=O N-(3-fluoro-4-((3-(((1s,3s)-3-methoxy-cyclobutyl)amino)-1H-pyrazolo[3,4-b]-pyridin-4-yl)oxy)-phenyl)-2-(4-fluoro-phenyl)-3-oxo-2,3-dihydropyridazine-4-carboxamide